C(CCCC=C)(=O)N1C(OC[C@H]1C(C)C)=O (R)-3-(5-hexenoyl)-4-isopropyl-oxazolidine-2-one